NCC1(C2CCN(CC12)C1=CN=C2C(=N1)NN=C2C2=C(C1=CN(N=C1C=C2)C)Cl)C2=NOC(=C2)CO (3-(7-(aminomethyl)-3-(3-(4-chloro-2-methyl-2H-indazol-5-yl)-1H-pyrazolo[3,4-b]pyrazin-6-yl)-3-azabicyclo[4.1.0]heptan-7-yl)isoxazol-5-yl)methanol